5-benzyl-thiazole-2-carboxylic acid C(C1=CC=CC=C1)C1=CN=C(S1)C(=O)O